C(C1=CC=CC=C1)(=O)CC(C1=CC=CC=C1)=O.[Eu] europium (dibenzoylmethane)